cyclohexyl (cyclohexyl 8-((2-hydroxyethyl) amino) octanoate) octanoate C(CCCCCCC)(=O)O.C1(CCCCC1)C(C(=O)OC1CCCCC1)CCCCCCNCCO